OCCC1=CC=C(C=C1)C(C(C)(C)O)=O 1-[4-(2-hydroxyethyl)phenyl]-2-hydroxy-2-methylpropan-1-one